The molecule is the cationic form of a C3 cyanine dye having 3-pentyl-1,3-benzoxazol-2(3H)-yl units at each end. A fluorescent compound that preferentially stains chronic myelogenic leukemia cells. It has a role as a fluorochrome. It is a benzoxazolium ion and a cyanine dye. CCCCCN\\1C2=CC=CC=C2O/C1=C\\C=C\\C3=[N+](C4=CC=CC=C4O3)CCCCC